COC=1C=C(C=O)C=CC1OCC1=C(C=CC=C1)C(F)(F)F 3-methoxy-4-{[2-(trifluoromethyl)phenyl]methoxy}benzaldehyde